C(C)(C)(C)OC(=O)NC1=CC=C(C(=C1C1=CC(N2[C@@H](CCC2C1)C(=O)OCC)=O)F)Cl Ethyl (3S)-7-(6-((tert-butoxycarbonyl)amino)-3-chloro-2-fluorophenyl)-5-oxo-1,2,3,5,8,8a-hexahydroindolizine-3-carboxylate